C1(CC1)NC(C([C@H](CCC(C)(F)F)NC(=O)[C@H]1N(CC2(C1)CCCCC2)C([C@H](C(C)C)NC(OC(C)(C)C)=O)=O)=O)=O Tert-butyl ((S)-1-((S)-3-(((S)-1-(cyclopropylamino)-6,6-difluoro-1,2-dioxoheptan-3-yl)carbamoyl)-2-azaspiro[4.5]decan-2-yl)-3-methyl-1-oxobutan-2-yl)carbamate